C(C)N(C=O)CC.[Zn].[Zn] di-zinc diethylformamide